FC(CN1N=CC=2C1=NC(=CN2)N2CCC1(CN(C1)CC1=NC(=CC=C1)C(F)(F)F)CC2)F 1-(2,2-difluoroethyl)-6-(2-((6-(trifluoromethyl)pyridin-2-yl)methyl)-2,7-diazaspiro[3.5]nonan-7-yl)-1H-pyrazolo[3,4-b]pyrazine